5-methoxy-4-[(1-naphthyl)methyl]-2-oxo-8-(4-propoxy-3-methyl-phenyl)-7-thia-1-azabicyclo[4.3.0]nonane-3,5,8-triene-9-carboxylic acid COC=1C(=CC(N2C(=C(SC12)C1=CC(=C(C=C1)OCCC)C)C(=O)O)=O)CC1=CC=CC2=CC=CC=C12